4-methyl-N-[(4-methylphenyl)sulfonyl]benzenesulfonamide CC1=CC=C(C=C1)S(=O)(=O)NS(=O)(=O)C1=CC=C(C=C1)C